N-{8-chloro-1-[trans-4-(pyridin-2-yloxy)cyclohexyl]-5,6-dihydro-4H-[1,2,4]triazolo[4,3-a][1]benzazepin-5-yl}-2-hydroxyacetamide ClC=1C=CC2=C(CC(CC=3N2C(=NN3)[C@@H]3CC[C@H](CC3)OC3=NC=CC=C3)NC(CO)=O)C1